(2S,4R)-tert-butyl 2-((2-chloro-4-ethynylbenzyl)carbamoyl)-4-hydroxypyrrolidine-1-carboxylate ClC1=C(CNC(=O)[C@H]2N(C[C@@H](C2)O)C(=O)OC(C)(C)C)C=CC(=C1)C#C